C(#N)C[C@H]1N(CC[C@@H](C1)N1N=NC=2C(=NC=3C(=C(N=CC3C21)C=2C=CC=C1C=CC=C(C21)C#N)F)N2CC(C2)N(C)CC)C(C(=C)F)=O 8-(1-((2S,4S)-2-(cyanomethyl)-1-(2-fluoroacryloyl)piperidin-4-yl)-4-(3-(ethyl(methyl)amino)azetidin-1-yl)-6-fluoro-1H-[1,2,3]triazolo[4,5-c][1,6]naphthyridin-7-yl)-1-naphthonitrile